FC(OC1=CC(=C(C(=C1)C)N1N=C2N=C(NC(C2=C1)=O)[C@@H](C)O)C)F (R)-2-{4-(difluoromethoxy)-2,6-dimethylphenyl}-6-(1-hydroxyethyl)-2,5-dihydro-4H-pyrazolo[3,4-d]pyrimidin-4-one